C(#N)CCCC=C 5-cyano-pentene